4,5-dichlorodithiol-3-one C1(=C(SSC1=O)Cl)Cl